S1C2=C(C=C1CCC1N(CCC3=CC(=C(C=C13)OCC)OC)C=O)C=CC=C2 1-(2-(benzo[b]thiophen-2-yl)ethyl)-7-ethoxy-6-methoxy-3,4-dihydroisoquinolin-2(1H)-formaldehyde